Cl.N[C@@H](C(=O)OCC1=CC=CC=C1)CC(=O)N1CCOCC1 Benzyl (R)-2-amino-4-morpholino-4-oxobutanoate hydrochloride